lysine azelaic acid salt C(CCCCCCCC(=O)O)(=O)O.N[C@@H](CCCCN)C(=O)O